(7S,11RS)-9-(2,6-difluorophenyl)-3,7-dimethyl-18-thia-2,4,5,8-tetrazatetracyclo[8.8.0.02,6.011,17]octadeca-1(10),3,5,8,11(17)-pentaen-16-ol FC1=C(C(=CC=C1)F)C1=N[C@H](C2=NN=C(N2C=2SC=3C(CCCCC3C12)O)C)C